C(NC1=C(C=CC=C1)C)NC1=C(C=CC=C1)C methylene-bis(2-methylaniline)